5-(2,4,6-trifluorophenoxy)pyrazin-2-amine FC1=C(OC=2N=CC(=NC2)N)C(=CC(=C1)F)F